1-isocyanato-2-(2-isocyanatoethan-1-yl)cyclohexane N(=C=O)C1C(CCCC1)CCN=C=O